([1,2,4]triazolo[1,5-a]pyridin-7-yloxy)-3-methylaniline N=1C=NN2C1C=C(C=C2)ONC2=CC(=CC=C2)C